BrC1=NC=CC(=C1)CC(=O)C1=NC=CC=C1 2-(2-Bromopyridin-4-yl)-1-(pyridin-2-yl)ethan-1-one